CC(C)C\C=C\[C@@H](C)[C@H]1CC[C@H]2[C@@H]3CC[C@H]4CCCC[C@]4(C)[C@H]3CC[C@]12C 5alpha-cholest-22E-en